5-(4-(piperazin-1-yl)phenyl)-1,2,3,4-tetrahydropyrimidine-2,4-dione hydrochloride Cl.N1(CCNCC1)C1=CC=C(C=C1)C=1C(NC(NC1)=O)=O